methyl ((2-(3-chlorophenyl)-2-methyl-1-phenylpropoxy) carbonyl)-L-leucinate ClC=1C=C(C=CC1)C(C(OC(=O)N[C@@H](CC(C)C)C(=O)OC)C1=CC=CC=C1)(C)C